N1N=C(C=2C1=NC=CC2)C2=CC(=CN2)C(=O)OC methyl 5-(1H-pyrazolo[3,4-b]pyridin-3-yl)-1H-pyrrole-3-carboxylate